D-tyrosine methyl ester hydrochloride Cl.COC([C@H](N)CC1=CC=C(C=C1)O)=O